ClC1=C(C=CC=C1)C=1C2=C(NC=3C(N1)=C(NN3)C)C=C(N=C2)N2CCOCC2 4-(5-(2-Chlorophenyl)-3-methyl-2,10-dihydropyrazolo[4,3-b]pyrido[4,3-e][1,4]diazepin-8-yl)morpholin